FC=1C=C(C=CC1C(=O)OC)NC1CCC1 1-((3-fluoro-4-(methoxycarbonyl)phenyl)amino)cyclobutane